C1(CC1)N(C(OC(C)(C)C)=O)[C@H]1CN(CC1)C1=NC=C(N=C1)C(NC1=CC2=CN(N=C2C=C1OCC1=CN=CO1)C)=O tert-Butyl (R)-cyclopropyl(1-(5-((2-methyl-6-(oxazol-5-ylmethoxy)-2H-indazol-5-yl)carbamoyl)pyrazin-2-yl)pyrrolidin-3-yl)carbamate